2-naphthaleneformyl chloride pyrimidine-6-carboxylate N1=CN=CC=C1C(=O)O.C1=C(C=CC2=CC=CC=C12)C(=O)Cl